(M)-3-bromo-4-((5-fluoro-3-methylpyridin-2-yl)methoxy)-6''-(2-hydroxypropan-2-yl)-3'',5',6-trimethyl-2H-[1,4':2',2''-terpyridin]-2-one BrC=1C(N(C(=CC1OCC1=NC=C(C=C1C)F)C)C1=CC(=NC=C1C)C1=NC(=CC=C1C)C(C)(C)O)=O